FC(C(=O)O)(F)F.NCCNC(C#CC=1C=CC(=C(C(=O)NC2=CC=C(C=C2)S(=O)(=O)N2CCN(CC2)C2=CC(=CC(=C2)Cl)Cl)C1)N(S(=O)(=O)C)C)=O 5-(3-((2-Aminoethyl)amino)-3-oxoprop-1-yn-1-yl)-N-(4-((4-(3,5-dichlorophenyl)piperazin-1-yl)sulfonyl)phenyl)-2-(N-methylmethylsulfonamido)benzamide 2,2,2-trifluoroacetate